C(C(=O)OC)(=O)OC dimethyl oxalate